2-[(2S)-4-[7-(8-chloronaphthalen-1-yl)-2-(hexahydropyrrolizin-7a-ylmethoxy)-5H,7H,8H-pyrano[4,3-d]pyrimidin-4-yl]-1-(2-fluoroprop-2-enoyl)piperazin-2-yl]acetonitrile ClC=1C=CC=C2C=CC=C(C12)C1CC=2N=C(N=C(C2CO1)N1C[C@@H](N(CC1)C(C(=C)F)=O)CC#N)OCC12CCCN2CCC1